N1CC2(CC3=CC=CC=C13)CN(CC2)C#N dihydro-2'H-spiro[pyrrolidine-3,3'-quinoline]-1-carbonitrile